(7R)-1-[5-[(1S)-1-(2,2-difluoro-1,3-benzodioxol-5-yl)ethoxy]-6-fluoro-3-pyridinyl]-3-(trifluoromethyl)-4,5,6,7-tetrahydroindazol-7-ol FC1(OC2=C(O1)C=CC(=C2)[C@H](C)OC=2C=C(C=NC2F)N2N=C(C=1CCC[C@H](C21)O)C(F)(F)F)F